2-({[3-chloro-1-(2,6-difluorophenyl)-6-methyl-2-oxo-1,2-dihydropyridin-4-yl]oxy}methyl)-5-fluorobenzyl-carbamic acid isobutyl ester C(C(C)C)OC(NCC1=C(C=CC(=C1)F)COC1=C(C(N(C(=C1)C)C1=C(C=CC=C1F)F)=O)Cl)=O